benzo[e][1,2,3,4]thiatriazine S1NN=NC2=C1C=CC=C2